butyl (((2R*,3S*,4S*)-5-chloro-4-(6-cyano-2-fluoro-3-methoxyphenyl)-3-hydroxy-2-(pyridin-2-yl)-2,3-dihydrobenzofuran-2-yl)methyl)carbamate ClC=1C=CC2=C([C@@H]([C@](O2)(C2=NC=CC=C2)CNC(OCCCC)=O)O)C1C1=C(C(=CC=C1C#N)OC)F |o1:6,7|